COC1=CC=C(C=N1)[C@@H](CC(=O)O)C=1SC=C(N1)CCCCC1=NC=2NCCCC2C=C1 (R)-3-(6-methoxypyridin-3-yl)-3-(4-(4-(5,6,7,8-tetrahydro-1,8-naphthyridin-2-yl)butyl)thiazol-2-yl)propanoic acid